2-(2,6-Dioxopiperidin-3-yl)-4-(3-(2-methoxyethoxy)prop-1-yn-1-yl)isoindoline-1,3-dione O=C1NC(CCC1N1C(C2=CC=CC(=C2C1=O)C#CCOCCOC)=O)=O